5-(4-(2-aminocyclopropyl)phenyl)-1-methylpyridin-2(1H)-one hydrochloride Cl.NC1C(C1)C1=CC=C(C=C1)C=1C=CC(N(C1)C)=O